5-vinylpyridine methyl-acrylate COC(C=C)=O.C(=C)C=1C=CC=NC1